5-((4-oxohexahydropyrazino[2,1-c][1,4]oxazin-8(1H)-yl)methyl)benzo[d]isoxazol O=C1N2C(COC1)CN(CC2)CC=2C=CC1=C(C=NO1)C2